[2H]C=1SC2=C(N1)C=CC=C2 2-Deutero-1,3-benzothiazole